(E)-3-(3,4,5-trimethoxyphenyl)-N-(6-hydroxyhexyl)prop-2-enamide COC=1C=C(C=C(C1OC)OC)/C=C/C(=O)NCCCCCCO